(5-chloro-3-iodo-4,6-dimethyl-2-pyridinyl)-4,4-difluoro-azepane ClC=1C(=C(C(=NC1C)N1CCC(CCC1)(F)F)I)C